BrC1=C(C=C2C(=C(C(N(C2=C1)C)=O)C#N)N1CCC(CC1)C1=NN(C=C1)C1=C(C=CC=C1)C)C 7-bromo-1,6-dimethyl-4-{4-[1-(2-methylphenyl)-1H-pyrazol-3-yl]piperidin-1-yl}-2-oxo-1,2-dihydroquinoline-3-carbonitrile